NCCOC1=CC(=C(CC2=CC(=C(NCC)C=C2)C(C)C)C=C1)C(F)(F)F 4-(4-(2-aminoethoxy)-2-(trifluoromethyl)benzyl)-N-ethyl-2-isopropylaniline